C(#N)C1=CC=C(C=C1)C(CN[C@H](C(=O)NC1=NC=C(C=C1)C=1N=NN(C1)C)C1=CC=CC=C1)C (S)-2-((2-(4-cyanophenyl)-propyl)amino)-N-(5-(1-methyl-1H-1,2,3-triazol-4-yl)pyridin-2-yl)-2-phenyl-acetamide